ClC1=C(C(=O)N([C@H]2[C@H](CC3=CC=CC=C23)O)C2=CC(=C(C=C2)Cl)C2=NC=CC=C2)C=CC(=C1)C(=O)N 2-chloro-N1-(4-chloro-3-(pyridin-2-yl)phenyl)-N1-((1R,2S)-2-hydroxy-2,3-dihydro-1H-inden-1-yl)terephthalamide